4-(4-(1-propenoyl-1,2,3,6-tetrahydropyridin-4-yl)phenyl)-6-(1-methyl-1H-pyrazol-4-yl)pyrazolo[1,5-a]pyridine-3-carbonitrile C(C=C)(=O)N1CCC(=CC1)C1=CC=C(C=C1)C=1C=2N(C=C(C1)C=1C=NN(C1)C)N=CC2C#N